BrC=1C(=C(C=CC1)NC(=O)C1=CN=CN(C1=O)C)C N-(3-bromo-2-methylphenyl)-1-methyl-6-oxo-1,6-dihydropyrimidine-5-carboxamide